FC=1N=C(SC1CN1[C@H](C[C@H](C1)OC=1C=NC=2N(C1)C=CN2)C)NC(C)=O N-(4-fluoro-5-(((2S,4R)-4-(imidazo[1,2-a]pyrimidin-6-yloxy)-2-methylpyrrolidin-1-yl)methyl)thiazol-2-yl)acetamide